C(=O)C1=C(N=NN1C)C1=CC=C(C=N1)O[C@@H]1C[C@H](CCC1)C(=O)OC Methyl (1S,3S)-3-((6-(5-formyl-1-methyl-1H-1,2,3-triazol-4-yl)pyridin-3-yl) oxy)cyclohexane-1-carboxylate